[Si](C)(C)(C(C)(C)C)O[C@H]1C[C@H](OC1)CNC=1C=NN(C1)C syn-N-[[(2S,4S)-4-[tert-butyl(dimethyl)silyl]oxytetrahydrofuran-2-yl]methyl]-1-methyl-pyrazol-4-amine